ClC1=C2CCN([C@@H](C2=C(C(=C1)F)OCC1=NN=C(N1C)C)CN1C(C2=CC=CC=C2C1=O)=O)C(=O)OC(C)(C)C tert-butyl (S)-5-chloro-8-((4,5-dimethyl-4H-1,2,4-triazol-3-yl)methoxy)-1-((1,3-dioxoisoindolin-2-yl)methyl)-7-fluoro-3,4-dihydroisoquinoline-2(1H)-carboxylate